tert-butyl (2-((2S)-2-(2-((3,4-dimethoxybenzyl)amino)-1-hydroxy-2-oxoethyl)-4,4-difluoropyrrolidin-1-yl)-2-oxoethyl)carbamate COC=1C=C(CNC(C(O)[C@H]2N(CC(C2)(F)F)C(CNC(OC(C)(C)C)=O)=O)=O)C=CC1OC